1-(((3S)-1-((3-cyano-1-azetidinyl)sulfonyl)-3-piperidinyl)carbonyl)-N-(3-methyl-5-(trifluoromethyl)benzyl)-D-prolinamide C(#N)C1CN(C1)S(=O)(=O)N1C[C@H](CCC1)C(=O)N1[C@H](CCC1)C(=O)NCC1=CC(=CC(=C1)C(F)(F)F)C